ClC1=CC=C(C=C1)C1=NN(C[C@@H]1C1=CC=CC=C1)/C(/NCC(C)NS(N)(=O)=O)=N/S(=O)(=O)C1=CC=C(C=C1)Cl (4S,E)-3-(4-chlorophenyl)-N'-((4-chlorophenyl)sulfonyl)-4-phenyl-N-(2-(sulfamoylamino)propyl)-4,5-dihydro-1H-pyrazole-1-carboximidamide